Isopropyl (5-phenylpyrazin-2-yl)phenylalaninate C1(=CC=CC=C1)C=1N=CC(=NC1)N[C@@H](CC1=CC=CC=C1)C(=O)OC(C)C